C(CC)(=O)OC(CCCCCCCCCCCCCCC)Cl 1-chlorohexadecyl propanoate